FC=1C=NC=C(C1S(=O)(=O)NC=1C(=NC=C(C1)C=1C=C2C(=NC=NC2=CC1)N1CCN(CC1)C(\C=C\C(C)=O)=O)OC)F (E)-3,5-Difluoro-N-(2-methoxy-5-(4-(4-(4-oxopent-2-enoyl)piperazin-1-yl)quinazoline-6-yl)pyridin-3-yl)pyridine-4-sulfonamide